3-amino-4-(methoxy-d3)benzoic acid NC=1C=C(C(=O)O)C=CC1OC([2H])([2H])[2H]